N-((R)-1-(4-ethynylphenyl)-2-morpholinoethyl)pyrrolidine-2-carboxamide C(#C)C1=CC=C(C=C1)[C@H](CN1CCOCC1)NC(=O)C1NCCC1